(2-methylbenzofuran-3-yl)methacrylamide CC=1OC2=C(C1C=C(C(=O)N)C)C=CC=C2